1-hydroxyl-2,5-hexanedione OCC(CCC(C)=O)=O